5-[[4-[(2,3-dimethylindazol-6-yl)-methylamino]pyrimidin-2-yl]amino]-2-methylbenzenesulfonamide CN1N=C2C=C(C=CC2=C1C)N(C1=NC(=NC=C1)NC=1C=CC(=C(C1)S(=O)(=O)N)C)C